C/C(=C\\COP(=O)([O-])OP(=O)([O-])[O-])/CO The molecule is an organophosphate oxoanion that is the trianion of (2E)-4-hydroxy-3-methylbut-2-enyl diphosphate arising from deprotonation of the three OH groups of the diphosphate. It has a role as an epitope and a phosphoantigen. It is a conjugate base of a (2E)-4-hydroxy-3-methylbut-2-en-1-yl diphosphate.